3-[4-(5-phenyl-5,10-dihydrophenazin-10-yl)phenyl]-4,5-diphenyl-1,2,4-triazole sulphur phosphorodithioate P([O-])([O-])(=S)[S-].[S+2].C1(=CC=CC=C1)N1C=2C=CC=CC2N(C2=CC=CC=C12)C1=CC=C(C=C1)C1=NN=C(N1C1=CC=CC=C1)C1=CC=CC=C1.P([O-])([O-])(=S)[S-].[S+2].[S+2]